1,1-difluoro-3-(iodomethyl)cyclopentane FC1(CC(CC1)CI)F